5-chloro-2-[(3,3-difluoropyrrolidin-1-yl)methyl]-7,8-dihydro-6H-spiro[[1,3]oxazolo[5,4-f]quinazoline-9,1'-cyclohexan]-7-one ClC=1C=C2C(=C3C1NC(NC31CCCCC1)=O)OC(=N2)CN2CC(CC2)(F)F